(2R,3S)-N-ethyl-2-((((CIS)-4-phenylcyclohexyl)oxy)methyl)-3-(1H-pyrazol-3-yl)piperidine-1-carboxamide C(C)NC(=O)N1[C@H]([C@H](CCC1)C1=NNC=C1)CO[C@@H]1CC[C@@H](CC1)C1=CC=CC=C1